(3R)-3-[3-(Trifluoromethyl)phenoxy]pyrrolidin FC(C=1C=C(O[C@H]2CNCC2)C=CC1)(F)F